CON=C(CN1CCN(CC1)C(=O)C1=NN(C=C1Br)C)C1=CC=C(C=C1)F 2-[4-(4-Bromo-1-methyl-1H-pyrazole-3-carbonyl)-piperazin-1-yl]-1-(4-fluoro-phenyl)-ethanone O-methyloxime